tert-butyl 6-{4-[(1S)-1-{[(tert-butoxy)carbonyl]amino}-4-hydroxybutyl]-1H-1,2,3-triazol-1-yl}hexanoate C(C)(C)(C)OC(=O)N[C@@H](CCCO)C=1N=NN(C1)CCCCCC(=O)OC(C)(C)C